N1(CCNCC1)C(=O)OC(C)(C)C tert-butyl piperazin-1-carboxylate